ClC1=C(C=CC(=C1)OC[C@@H]1N(CCC1)C)C=1N(C2=NC=NC(=C2N1)OC1(CC1)C)CC=1SC(=CN1)C (R)-2-((8-(2-chloro-4-((1-methylpyrrolidin-2-yl)methoxy)phenyl)-6-(1-methylcyclopropoxy)-9H-purin-9-yl)methyl)-5-methylthiazole